[In].[Te] tellurium-indium